[C@@H]12CN(C[C@@H](OC1)C2)C=2C(=NC1=CC(=CC(=C1N2)[C@@H](C)NC=2C(=NC(=CC2)Cl)C(=O)O)C)C#N 3-(((R)-1-(3-((1R,5S)-6-oxa-3-azabicyclo[3.2.1]octan-3-yl)-2-cyano-7-methylquinoxalin-5-yl)ethyl)amino)-6-chloropicolinic acid